BrC=1C=C(C2=C(ONO2)C1)OC 6-bromo-4-methoxybenzo[d][1,3]dioxazole